OC1CCN(CC1)C=1C=CC(=NC1)NC1=CC(=NC=2C=CNC(C12)=O)C1C2CCC(C1)C2 4-[[5-(4-hydroxy-1-piperidyl)-2-pyridyl]amino]-2-norbornan-2-yl-6H-1,6-naphthyridin-5-one